3-{2-[(6,6-dimethylpiperidin-3-yl)amino]-5-(trifluoromethyl)pyrimidin-4-yl}-7-(oxan-4-yl)-1H,4H,5H,6H,7H,8H-pyrrolo[2,3-c]azepin-8-one CC1(CCC(CN1)NC1=NC=C(C(=N1)C1=CNC=2C(N(CCCC21)C2CCOCC2)=O)C(F)(F)F)C